5,12-diethyl-1,5,8,12-tetraazabicyclo[6.6.2]hexadecane manganese (II) hexafluorophosphate dihydrate O.O.F[P-](F)(F)(F)(F)F.[Mn+2].C(C)N1CCCN2CCN(CCCN(CC1)CC2)CC.F[P-](F)(F)(F)(F)F